N1(CCC1)C(COC1=C(C(=C(NC=2C3=C(N=CN2)C=CC(=N3)O[C@@H]3CN(CC3)C(=O)OC(C)(C)C)C=C1)F)Cl)=O tert-butyl (3S)-3-[4-[4-[2-(azetidin-1-yl)-2-oxo-ethoxy]-3-chloro-2-fluoro-anilino]pyrido[3,2-d]pyrimidin-6-yl]oxypyrrolidine-1-carboxylate